C(\C=C/C(=O)O)(=O)O.N1(CCCCC1)CC1=CC(=NC=C1)OC\C=C/CN1C(C2=CC=CC=C2C1=O)=O 2-[4-(4-piperidin-1-ylmethyl-pyridin-2-yloxy)-2(Z)-butenyl]-isoindole-1,3-dione maleate